trans-3-carbamimidamidocyclobutane-1-carboxylic acid N(C(=N)N)[C@@H]1C[C@H](C1)C(=O)O